Rac-4-(4-chlorophenyl)-3-(pyridin-2-yl)-5-(tetrahydro-2H-pyran-4-yl)-4,5-dihydropyrrolo[3,4-c]pyrazol-6(2H)-one ClC1=CC=C(C=C1)[C@H]1N(C(C2=NNC(=C21)C2=NC=CC=C2)=O)C2CCOCC2 |r|